4',5'-dimethoxy-2'-nitroacetophenone COC1=CC(=C(C=C1OC)C(C)=O)[N+](=O)[O-]